5,6-dichloro-1,3-diiminoisoindoline ClC=1C=C2C(NC(C2=CC1Cl)=N)=N